4-(Dimethylamino)-N-(1-hydroxyhexadecan-7-yl)-N-(5-hydroxypentyl)butyramide CN(CCCC(=O)N(CCCCCO)C(CCCCCCO)CCCCCCCCC)C